5-(4-methoxyphenyl)-7-chloro-pyrazolo[1,5-a]pyrimidine COC1=CC=C(C=C1)C1=NC=2N(C(=C1)Cl)N=CC2